ClC=1C=NC(=NC1)OC1=C2C(=NC=NC2=CC=C1)CCCC(F)(F)F 5-(5-chloropyrimidin-2-yl)oxy-4-(4,4,4-trifluorobutyl)quinazoline